2-methacryloylthio-n-propylthio-5-ethylthio-1,3,4-thiadiazole C(C(=C)C)(=O)SC(CSC=1SC(=NN1)SCC)C